2-(4-ethoxycarboxynaphthyl)-4,6-bis(trichloromethyl)s-triazine C(C)OC1=CC(=C(C2=CC=CC=C12)C1=NC(=NC(=N1)C(Cl)(Cl)Cl)C(Cl)(Cl)Cl)C(=O)O